2-methyl-7-tolyl-7H-pyrrolo[2,3-d]pyrimidine-2,4-diamine CC1(N=C(C2=C(N1)N(C=C2)C2=C(C=CC=C2)C)N)N